CC1COC2=C(C1C(C(=O)N)=C)C=CC=C2 (3-methyl-3,4-dihydro-2H-1-benzopyran-4-yl)prop-2-enamide